COC1=CC=C(C=C1)C1=C(C(=C2C=CC3=C(C=C(C4=CC=C1C2=C34)C3=CC=C(C=C3)OC)C3=CC=C(C=C3)OC)C3=CC=C(C=C3)OC)OCC 1,3,6,8-tetrakis-(4-methoxyphenyl)-2-Ethoxy-pyrene